2-(4-(5-chloro-2-propionylphenyl)-5-methoxy-2-oxopyridin-1(2H)-yl)acetic acid tert-butyl ester C(C)(C)(C)OC(CN1C(C=C(C(=C1)OC)C1=C(C=CC(=C1)Cl)C(CC)=O)=O)=O